myristamidopropyl dimethylaminoacetate CN(C)CC(=O)OCCCNC(CCCCCCCCCCCCC)=O